1-{2-[(3S)-3,4-dimethylpiperazin-1-yl]-5-fluoropyrimidin-4-yl}-N-(2-{imidazo[1,2-a]pyridin-3-yl}propan-2-yl)-3-methylazetidine-3-carboxamide C[C@H]1CN(CCN1C)C1=NC=C(C(=N1)N1CC(C1)(C(=O)NC(C)(C)C1=CN=C2N1C=CC=C2)C)F